4-(6-bromo-5-hydroxy-1,3-benzothiazol-2-yl)cyclohexanecarboxylic acid BrC1=CC2=C(N=C(S2)C2CCC(CC2)C(=O)O)C=C1O